NC1CCC(N(C1)C)CCN1C(=C(C2=CC=C(C(=C12)C=1C(=NN(C1C)C)C)Cl)CCCOC1=CC=CC2=CC(=CC=C12)F)C(=O)OC(C)(C)C tert-Butyl 1-[2-(5-amino-1-methylpiperidin-2-yl)ethyl]-6-chloro-3-{3-[(6-fluoronaphthalen-1-yl)oxy]propyl}-7-(1,3,5-trimethyl-1H-pyrazol-4-yl)-1H-indole-2-carboxylate